CC1CC2=CC(CN2C1)C 2,6-dimethyltetrahydro-1H-pyrrolizine